NC=1N=CC(=C2C=CC(=NC12)C=1C=C(C=CC1)C#C[C@]1(C(N(CC1)C)=O)O)Br (R)-3-[2-[3-(8-amino-5-bromo-1,7-naphthyridin-2-yl)phenyl]ethynyl]-3-hydroxy-1-methylpyrrolidin-2-one